N[C@H](C)C=1C=C(N)C=C(C1)C(F)(F)F (R)-3-(1-Aminoethyl)-5-(trifluoromethyl)aniline